N-(1-(4-chlorophenyl)-2,2,2-trifluoroethyl)-N,1-diethyl-6-oxo-1,6-dihydropyridine-3-sulfonamide ClC1=CC=C(C=C1)C(C(F)(F)F)N(S(=O)(=O)C1=CN(C(C=C1)=O)CC)CC